COC=1C=NC(=NC1)C=1C=C2C=CNC(C2=CC1)=O 6-(5-methoxypyrimidin-2-yl)isoquinolin-1(2H)-one